(R or S)-(1-(4-chlorobenzyl)-3-(4-fluorophenethyl)pyrrolidin-3-yl)methanol citrate C(CC(O)(C(=O)O)CC(=O)O)(=O)O.ClC1=CC=C(CN2C[C@](CC2)(CCC2=CC=C(C=C2)F)CO)C=C1 |o1:21|